C(C=1C(O)=CC=CC1)=NCCN=CC=1C(O)=CC=CC1 bis(salicylal)ethylenediamine